N,N-dimethyl-2-(4-(4-(5,6,7,8-tetrahydroisoquinolin-4-yl)phenyl)-1H-pyrazol-1-yl)acetamide CN(C(CN1N=CC(=C1)C1=CC=C(C=C1)C1=CN=CC=2CCCCC12)=O)C